O=C[C@H](O)[C@@H](O)[C@H](O)[C@H](O)[C@H](O)CO D-glycero-D-gluco-heptose